FC=1C=C(C=CC1F)N1C(CCCC12CCN(CC2)C2=NC(=NC(=C2)O[C@H]2[C@H](COCC2)F)CO)=O |r| rac-1-(3,4-difluorophenyl)-9-(6-(((3S,4R)-3-fluorotetrahydro-2H-pyran-4-yl)oxy)-2-(hydroxymethyl)pyrimidin-4-yl)-1,9-diazaspiro[5.5]undecan-2-one